(R)-1-[(S)-2-(di-1-naphthylphosphino)ferrocenyl]ethyl-di-tert-butylphosphine C1(=CC=CC2=CC=CC=C12)P(C=1[C-](C=CC1)[C@@H](C)P(C(C)(C)C)C(C)(C)C)C1=CC=CC2=CC=CC=C12.[CH-]1C=CC=C1.[Fe+2]